(R)-1-((2'-chloro-5-(trifluoromethyl)-[1,1'-biphenyl]-2-yl)sulfonyl)-4-fluoro-N-((R,Z)-4-(methylsulfonyl)but-3-en-2-yl)azepane-4-carboxamide ClC1=C(C=CC=C1)C1=C(C=CC(=C1)C(F)(F)F)S(=O)(=O)N1CC[C@](CCC1)(C(=O)N[C@H](C)\C=C/S(=O)(=O)C)F